NC1=C(C=C2C(=N1)C=C(N2)CN2C(=C(C=CC2=O)F)C(=O)N(C)C2=CC=C(C=C2)F)C 1-((5-amino-6-methyl-1H-pyrrolo[3,2-b]pyridin-2-yl)methyl)-3-fluoro-N-(4-fluorophenyl)-N-methyl-6-oxo-1,6-dihydropyridine-2-carboxamide